1-(adamantan-2-yl)-3-iodo-1H-pyrazolo[3,4-d]pyrimidin-4-amine C12C(C3CC(CC(C1)C3)C2)N2N=C(C=3C2=NC=NC3N)I